C(C1=CC=CC=C1)(=O)O[C@@H]1[C@](O[C@H]([C@H]1F)N1C(NC(C(=C1)C)=O)=O)(COC(C1=CC=CC=C1)=O)N=[N+]=[N-] (2R,3R,4S,5R)-2-azido-2-((benzoyloxy)methyl)-4-fluoro-5-(5-methyl-2,4-dioxo-3,4-dihydropyrimidin-1(2H)-yl)tetrahydrofuran-3-yl benzoate